ClC1=CC=C(C=C1)CCC(=O)N1CC2=CC=CC=C2C(C1)C=1C=NN(C1C)C 3-(4-chlorophenyl)-1-[4-(1,5-dimethylpyrazol-4-yl)-3,4-dihydro-1H-isoquinolin-2-yl]propan-1-one